C(=O)C1=NC=C(C=C1)C1(CC(=CC(=C1)C=1C=CC(=NC1)C=O)C=1C=CC(=NC1)C=O)C=CC(=O)OC1(OCC1)C 1,3,5-tri(2-formylpyridin-5-yl)benzeneacryloyloxy-methyl-oxetane